ClC=1C(=C(C=CC1Cl)\C=N\O)F (E)-N-[(3,4-dichloro-2-fluorophenyl)methylene]hydroxylamine